2-chloro-N-(2,2-difluoroethyl)-4-((1-(1-(3,3,3-trifluoro-2-hydroxy-2-phenylpropanoyl)piperidin-4-yl)azetidin-3-yl)amino)benzamide ClC1=C(C(=O)NCC(F)F)C=CC(=C1)NC1CN(C1)C1CCN(CC1)C(C(C(F)(F)F)(C1=CC=CC=C1)O)=O